4-(6-bromo-3-cyanoquinazolin-4-yl)piperazine 1-Tert-butyl-formate C(C)(C)(C)C(=O)O.BrC1=CC2=C(N(CN=C2C=C1)C#N)N1CCNCC1